Diisobutyldiethylzirconium C(C(C)C)[Zr](CC)(CC)CC(C)C